1-(Triethoxysilylmethyl)hexa-hydro-1,4-diazine C(C)O[Si](OCC)(OCC)CN1CCNCC1